FC1=C(NCCCCC(=O)O)C(=CC(=C1)C1=NC(=CC=C1)SC(C)C)F 5-[2,6-difluoro-4-(6-isopropylthio-2-pyridyl)anilino]pentanoic acid